C1(CC1)NC1CCN(CC1)C=1C2=CN(N=C2C(=CC1)C(=O)OC)C methyl 4-[4-(cyclopropylamino)-1-piperidyl]-2-methyl-indazole-7-carboxylate